C1=CC(=C(C=C1C2=C(C(=O)C3=C(C=C(C=C3O2)O)O)O[C@H]4[C@@H]([C@H]([C@@H]([C@H](O4)CO[C@H]5[C@@H]([C@H]([C@@H]([C@H](O5)CO[C@H]6[C@@H]([C@H]([C@@H]([C@H](O6)CO[C@H]7[C@@H]([C@H]([C@@H]([C@H](O7)CO)O)O)O)O)O)O)O)O)O)O)O)O)O)O The molecule is a quercetin O-glucoside that is quercetin attached to a beta-D-glucopyranosyl-(1->6)-beta-D-glucopyranosyl-(1->6)-beta-D-glucopyranosyl-(1->6)-beta-D-glucopyranoside residue at position 3 via a glycosidic linkage. It has a role as a plant metabolite. It is a quercetin O-glucoside, a tetrahydroxyflavone and a tetrasaccharide derivative.